1-Hexyl-3-butylpyrrolium triflat [O-]S(=O)(=O)C(F)(F)F.C(CCCCC)[NH+]1C=C(C=C1)CCCC